OC(C(=O)OCCC#N)=CC1=CC=CC=C1 cyano-ethyl hydroxycinnamate